3-ethyl-3-[5-[2-[4-(trifluoromethyl)anilino]-3-pyridyl]-1,3,4-oxadiazol-2-yl]piperidin-2-one C(C)C1(C(NCCC1)=O)C=1OC(=NN1)C=1C(=NC=CC1)NC1=CC=C(C=C1)C(F)(F)F